FC=1C=C(C=C(C1)F)C1=NOC(C1)(C(=O)N)C 3-(3,5-difluorophenyl)-5-methyl-4H-isoxazole-5-carboxamide